4,5,6,7-Tetrahydro-1H-benzo[d]imidazole N1C=NC2=C1CCCC2